C(C)(=O)OC(C=O)C1CC1 1-cyclopropyl-2-oxo-Ethyl acetate